ClC1=C(C=CC=C1C=1N=C(C(=NC1)CN1C(CCCC1)C(=O)O)OC)C1=C(C(=CC=C1)NC(=O)C=1C(N(C(N(C1)C)=O)C)=O)Cl 1-((5-(2,2'-dichloro-3'-(1,3-dimethyl-2,4-dioxo-1,2,3,4-tetrahydropyrimidine-5-carboxamido)-[1,1'-biphenyl]-3-yl)-3-methoxypyrazin-2-yl)methyl)piperidine-2-carboxylic acid